C(C)/C(/C(=O)O)=C\C1=NC(=NC=C1N)I ethyl-(2E)-3-(5-amino-2-iodopyrimidin-4-yl)prop-2-enoic acid